FC1=C(C=CC=C1)CC=1C=C2C=3C=C(C=CC3N(C2=CC1)C1=CC=C(C=C1)C(F)(F)F)C(=O)O 6-[(2-fluorophenyl)methyl]-9-[4-(trifluoromethyl)phenyl]-9H-carbazole-3-carboxylic acid